2-benzyl-2-(((2R,3S,4R,5R)-5-(2-chloro-6-(((1-hydroxycyclopropyl)-methyl)amino)-9H-purin-9-yl)-3-ethynyl-3,4-dihydroxytetrahydrofuran-2-yl)methoxy)malonic acid C(C1=CC=CC=C1)C(C(=O)O)(C(=O)O)OC[C@H]1O[C@H]([C@@H]([C@@]1(O)C#C)O)N1C2=NC(=NC(=C2N=C1)NCC1(CC1)O)Cl